FC(OC=1C=C(C=CC1)C1=NN(C=2C1=NC=C(C2)C(=O)NC2(CS(C2)(=O)=O)C)C2[C@H](COCC2)F)F 3-(3-(difluoromethoxy)phenyl)-1-((3R)-3-fluorotetrahydro-2H-pyran-4-yl)-N-(3-methyl-1,1-dioxidothietan-3-yl)-1H-pyrazolo[4,3-b]pyridine-6-carboxamide